5-cyclopentyl-1-methyl-4-{6-methyl-7-oxo-2-phenyl-1H-pyrrolo[2,3-c]pyridin-4-yl}pyridin-2-one C1(CCCC1)C=1C(=CC(N(C1)C)=O)C=1C2=C(C(N(C1)C)=O)NC(=C2)C2=CC=CC=C2